N-(4,4-difluorocyclohexyl)-3-((4-((6,7-dimethoxyquinolin-4-yl)oxy)-3-fluorophenyl)amino)-1-methyl-1H-pyrazole-4-carboxamide FC1(CCC(CC1)NC(=O)C=1C(=NN(C1)C)NC1=CC(=C(C=C1)OC1=CC=NC2=CC(=C(C=C12)OC)OC)F)F